tert-butyl (1R,3S,4S)-3-hydroxy-4-methylcyclohexylcarbamate O[C@H]1C[C@@H](CC[C@@H]1C)NC(OC(C)(C)C)=O